ClC1=CC(=C(COC2=NC=3CNCCC3C(=C2)C)C=C1)F ((4-chloro-2-fluorobenzyl)oxy)-4-methyl-5,6,7,8-tetrahydro-1,7-naphthyridine